(1R,3S)-3-(3-((5-((R)-1-hydroxyethyl)pyrazin-2-yl)amino)-1H-pyrazol-5-yl)cyclopentyl (1-methylcyclopropyl)carbamate CC1(CC1)NC(O[C@H]1C[C@H](CC1)C1=CC(=NN1)NC1=NC=C(N=C1)[C@@H](C)O)=O